ClC=1C=C2C(NC(NC2=CC1Cl)=O)=O 6,7-dichloroquinazoline-2,4(1H,3H)-dione